FC1=C(OCC2=NC=CC(=N2)O[C@@H]2C[C@@H](N(CC2)CC2=NC3=C(N2[C@@H]2COC[C@@H]2OC)C=C(C=C3)C(=O)O)C)C=CC(=C1)F 2-(((2S,4S)-4-((2-((2,4-Difluorophenoxy)methyl)pyrimidin-4-yl)oxy)-2-methylpiperidin-1-yl)methyl)-1-((3R,4R)-4-methoxytetrahydrofuran-3-yl)-1H-benzo[d]imidazole-6-carboxylic acid